O1CCC(CC1)NC1=CC=CC2=C1SC=C2CC(F)(F)F 7-((tetrahydro-2H-pyran-4-yl)amino)-3-(2,2,2-trifluoroethyl)benzo[b]thiophen